1-(2-chlorophenyl)-6,7-dihydro-1H-pyrazolo[3'',4'':4',5']pyrimido[1',2':1,2]pyrido[3,4-b]indol-4(12H)-one ClC1=C(C=CC=C1)N1N=CC2=C1N=C1N(CCC3=C1NC1=CC=CC=C31)C2=O